2-hydroxy-1,2-di-p-tolyl-ethane OC(CC1=CC=C(C=C1)C)C1=CC=C(C=C1)C